Cl.Cl.ClC1=CC=C(CN2CC(CC2)N)C=C1 1-(4-chlorobenzyl)-pyrrolidin-3-amine dihydrochloride